C1=C(C(=C(C(=C1Br)C(=O)N)Br)/C=C/C(=O)O)Br 3-Carboxamido-2,4,6-tribromo-cinnamic acid